(2S,3S,4R,5R)-6-{2-[(2E)-3,7-dimethylocta-2,6-dien-1-yl]-5-hexyl-3-hydroxyphenoxy}-5-(hydroxymethyl)oxane-2,3,4-triol C\C(=C/CC1=C(OC2[C@@H]([C@H]([C@@H]([C@H](O2)O)O)O)CO)C=C(C=C1O)CCCCCC)\CCC=C(C)C